[3-[(2-Fluoro-4-methylsulfonyl-phenyl)methoxy]azetidin-1-yl]-[(3S)-3-(1,2,4-triazol-4-yl)pyrrolidin-1-yl]methanone FC1=C(C=CC(=C1)S(=O)(=O)C)COC1CN(C1)C(=O)N1C[C@H](CC1)N1C=NN=C1